C1(=CC=C(C=C1)NC(=O)[C@@H]1CC12CCN(CC2)C(=O)OC(C(F)(F)F)C(F)(F)F)C |o1:9| 1,1,1,3,3,3-hexafluoro-propan-2-yl (R or S)-1-(p-tolylcarbamoyl)-6-azaspiro[2.5]octane-6-carboxylate